(R)-1-(2-(1H-indol-3-yl)ethyl)-7-(cyclopentyl-oxy)-6-methoxy-3,4-dihydroisoquinoline-2(1H)-formaldehyde N1C=C(C2=CC=CC=C12)CC[C@H]1N(CCC2=CC(=C(C=C12)OC1CCCC1)OC)C=O